C(CCC)C1=NN(C2=NC(=NC(=C21)NCC2=CC=C(C=C2)F)Cl)C 3-butyl-6-chloro-N-[(4-fluorophenyl)methyl]-1-methyl-1H-pyrazolo[3,4-d]pyrimidin-4-amine